The molecule is a beta-ocimene that consists of octa-1,3,6-triene bearing two methyl substituents at positions 3 and 7 (the 3Z-isomer). It has a role as a plant metabolite. CC(=CC/C=C(/C)\\C=C)C